2-(2-{5-[(3R,5R)-3-amino-5-fluoropiperidine-1-carbonyl]-7-methoxy-1-methyl-1H-1,3-benzodiazol-2-yl}-1-(cyclopropylmethyl)-1H-pyrrolo[2,3-b]pyridin-6-yl)-1,1-difluoropropan-2-ol N[C@H]1CN(C[C@@H](C1)F)C(=O)C1=CC2=C(N(C(=N2)C2=CC=3C(=NC(=CC3)C(C(F)F)(C)O)N2CC2CC2)C)C(=C1)OC